N1C=CC2=CC=CC(=C12)C(C)N 1-(1H-indol-7-yl)ethan-1-amine